Methyl (5-(2-fluoro-5-((7-methyl-4-oxo-3,4-dihydrophthalazin-1-yl)methyl)phenyl)-1H-benzoimidazol-2-yl)carbamate FC1=C(C=C(C=C1)CC1=NNC(C2=CC=C(C=C12)C)=O)C1=CC2=C(NC(=N2)NC(OC)=O)C=C1